ClC1=NC=C(C(=C1)NCC(COC1=C(C=NN1C)C1=NC=CC(=N1)N)(C)C)C1=NN(C(=C1)C(F)(F)F)C 2-(5-(3-((2-chloro-5-(1-methyl-5-(trifluoromethyl)-1H-pyrazol-3-yl)pyridin-4-yl)amino)-2,2-dimethylpropoxy)-1-methyl-1H-pyrazol-4-yl)pyrimidin-4-amine